7H-1,4,2-dioxaazepine O1N=COC=CC1